2-[[(2-phenylethyl)sulfinyl]methyl]pentanedioic acid C1(=CC=CC=C1)CCS(=O)CC(C(=O)O)CCC(=O)O